C(C1=CC=CC=C1)OC(=O)N1C(OC([C@]1(CC(=C)C)C)=O)(C1=CC=CC=C1)CC1=CC=CC=C1 benzyl-(4R)-4-methyl-4-(2-methylallyl)-5-oxo-2-phenyloxazolidine-3-carboxylic acid benzyl ester